diazophenanthroline [N+](=[N-])=C1NC2=C3N=CC=CC3=CC=C2C=C1